CC=1C=C(C=CC1)C1=NN=C(S1)N (3-methylphenyl)-1,3,4-thiadiazole-2-amine